ClC1=CC=C(CC2C(N(OC=C2)C2=CC=C(C=C2)C2=CC=NC=C2)=O)C=C1 (4-chlorobenzyl)-2-(4-(pyridin-4-yl)phenyl)-1,2-oxazin-3-one